OC1=CC=C2C3=C(C(OC2=C1C(=O)O)=O)CCCC3 3-hydroxy-6-oxo-7,8,9,10-tetrahydro-6H-benzo[c]chromene-4-carboxylic acid